[C-](S(=O)(=O)C(F)(F)C(F)(F)F)(S(=O)(=O)C(F)(F)C(F)(F)F)S(=O)(=O)C(F)(F)C(F)(F)F.CC1=C(C=CC=C1)[S+](C1=CC=CC=C1)C1=CC=CC=C1 methylphenyl-diphenylsulfonium tris(perfluoroethylsulfonyl)methide